COC(C1=CC=C(C=C1)C1=CC2=C(NC3=C(NC2=O)C=C(C=C3)C(=O)N3CCC(CC3)CC3=CC=CC=C3)C=C1)=O 4-(8-(4-Benzylpiperidine-1-carbonyl)-11-oxo-10,11-dihydro-5H-dibenzo[b,e][1,4]diazepin-2-yl)benzoic acid methyl ester